1-oxapentane OCCCC